CN1N=C(C=C1)C=1C=C(C=CC1)NC(=O)C1=CC2=C(NC(N2)=O)C=C1 N-(3-(1-methyl-1H-pyrazol-3-yl)phenyl)-2-oxo-2,3-dihydro-1H-benzo[d]imidazole-5-carboxamide